ClC=1C(=C(C=CC1Cl)O)C1=CC=2N(C=C1)C=C(N2)CC(C)(C)O 3,4-Dichloro-2-(2-(2-hydroxy-2-methylpropyl)imidazo[1,2-a]pyridin-7-yl)phenol